N1CNC(CC1=O)=O 1,3-diazinane-4,6-dione